FC=1C(=NC(=NC1)N1CCN(CC1)C(=O)N1N=CC[C@H]1C1=CC=CC=C1)C1=NN(C=C1)CC(=O)N (S)-2-(3-(5-fluoro-2-(4-(5-phenyl-4,5-dihydro-1H-pyrazol-1-carbonyl)piperazin-1-yl)pyrimidin-4-yl)-1H-pyrazol-1-yl)acetamide